2-(2-chlorophenyl)-1-(1H-indol-3-yl)ethanone tert-butyl-6-((1-acetyl-1H-pyrazol-3-yl)oxy)-2-(3-(3-ethoxy-2-methyl-3-oxopropyl)phenyl)-2,5,5-trimethylhexanoate C(C)(C)(C)OC(C(CCC(COC1=NN(C=C1)C(C)=O)(C)C)(C)C1=CC(=CC=C1)CC(C(=O)OCC)C)=O.ClC1=C(C=CC=C1)CC(=O)C1=CNC2=CC=CC=C12